1-(2-methoxypyridin-4-yl)-1H-imidazole-4-carbaldehyde COC1=NC=CC(=C1)N1C=NC(=C1)C=O